COC1=C(C=CC(=C1)OC)CN(CC[C@@H](C)NC(=O)C1=CC2=CC=CC(=C2C=C1)OC1=CC=C(C=C1)C(F)(F)F)CCF N-[(1R)-3-[(2,4-dimethoxyphenyl)methyl-(2-fluoroethyl)amino]-1-methylpropyl]-5-[4-(trifluoromethyl)phenoxy]naphthalene-2-carboxamide